6-bromo-2-trifluoromethylimidazo[1,2-a]pyridine BrC=1C=CC=2N(C1)C=C(N2)C(F)(F)F